5-[1-(5-amino-2-pyridyl)-3-(trifluoromethyl)pyrazol-4-yl]-N-[3-chloro-4-[4-(piperazine-1-carbonyl)piperidine-1-carbonyl]phenyl]-1-methyl-imidazole-2-carboxamide NC=1C=CC(=NC1)N1N=C(C(=C1)C1=CN=C(N1C)C(=O)NC1=CC(=C(C=C1)C(=O)N1CCC(CC1)C(=O)N1CCNCC1)Cl)C(F)(F)F